ethyl (E)-3-(2-amino-4-bromo-6-methoxyphenyl)acrylate NC1=C(C(=CC(=C1)Br)OC)/C=C/C(=O)OCC